di-tert-butyl-(phenyl)phosphine C(C)(C)(C)P(C1=CC=CC=C1)C(C)(C)C